5-chloro-1-methyl-3-nitro-1H-pyrazolo[4,3-b]pyridine ClC1=CC=C2C(=N1)C(=NN2C)[N+](=O)[O-]